(1-(cyclopropylsulfonyl)-1H-pyrazol-4-yl)-N-(4-(4-(2-(dimethylamino)ethyl)piperidin-1-yl)-5-((1-methyl-1H-pyrazol-4-yl)ethynyl)pyridin-2-yl)pyrimidin-4-amine formate C(=O)O.C1(CC1)S(=O)(=O)N1N=CC(=C1)C1=NC=CC(=N1)NC1=NC=C(C(=C1)N1CCC(CC1)CCN(C)C)C#CC=1C=NN(C1)C